ClC1=CC2=C(N(C([C@@H](N=C2C2=CC=CC=C2)C(C)(C)O)=O)CC(=O)O)C=C1 (S)-2-(7-chloro-3-(2-hydroxy-prop-2-yl)-2-oxo-5-phenyl-2,3-dihydro-1H-benzo[e][1,4]diazepin-1-yl)acetic acid